CC(CC(=O)C1=C(C=CC=C1)C#CC1=CC=C(C=C1)OC)=C 3-methyl-1-(2-((4-methoxyphenyl)ethynyl)phenyl)but-3-en-1-one